BrC1=C(C=CC(=C1)Cl)CBr 2-bromo-1-(Bromomethyl)-4-chlorobenzene